C(C)(=O)OCC12OC(C(C1)(C2)[2H])C([2H])([2H])[2H] (3-(methyl-d3)-2-oxabicyclo[2.1.1]hexan-1-yl-4-d)methyl acetate